C(CC)[N+](CC)(C)CCC N,N-dipropyl-N-methyl-N-ethylammonium